ClC=1C=C2C(=NC(=NC2=C(C1C1=CC(=CC2=CC=CC=C12)O)F)OCC1(CC1)CN(C)C)N1CC2CC(C(C1)N2)O 3-(6-chloro-2-((1-((dimethylamino)methyl)cyclopropyl)methoxy)-8-fluoro-7-(3-hydroxynaphthalen-1-yl)quinazolin-4-yl)-3,8-diazabicyclo[3.2.1]octan-6-ol